methylenepyrazine C=C1NC=CN=C1